ClC1=NC=NC(=C1F)Cl 4,6-dichloro-5-fluoropyrimidine